CN1N=CC(=C1)C1CCCC=2N1N=C(N2)C(=O)N[C@@H]2C(N(C1=C(OC2)C=CC=C1)C)=O 5-(1-methyl-1H-pyrazol-4-yl)-N-((S)-5-methyl-4-oxo-2,3,4,5-tetrahydrobenzo[b][1,4]oxazepin-3-yl)-5,6,7,8-tetrahydro-[1,2,4]triazolo[1,5-a]pyridine-2-carboxamide